O1C(OCC1)CCC1(C(CC(CC1)C(C)C)C)O 1-(2-(1,3-dioxolan-2-yl)ethyl)-4-isopropyl-2-methylcyclohexan-1-ol